O1C(=CC(=O)C=2C(O)=CC(O)=CC12)C=1CCC(O)=CC1 2',3'-dihydro-apigenin